(1R,3S)-3-[5-(5-bromo-1-methylpyrazole-3-amido)-2H-pyrazol-3-yl]cyclopentyl N-isopropylcarbamate C(C)(C)NC(O[C@H]1C[C@H](CC1)C=1NN=C(C1)NC(=O)C1=NN(C(=C1)Br)C)=O